COC(=O)C12CCC(CC1)(CC2)COC2OCCCC2 4-(((tetrahydro-2H-pyran-2-yl)oxy)methyl)bicyclo[2.2.2]octane-1-carboxylic acid methyl ester